(1S,3S)-3-(4-(5-(((Cyclopentyl(methyl)carbamoyl)oxy)methyl)-1-methyl-1H-pyrazol-4-yl)phenoxy)cyclohexan C1(CCCC1)N(C(=O)OCC1=C(C=NN1C)C1=CC=C(OC2CCCCC2)C=C1)C